diisobutyl 2,3-dimethylmaleate C/C(/C(=O)OCC(C)C)=C(/C(=O)OCC(C)C)\C